N-(1-(4-fluorobenzyl)-1H-indazol-3-yl)-4-methylthiazole-5-carboxamide FC1=CC=C(CN2N=C(C3=CC=CC=C23)NC(=O)C2=C(N=CS2)C)C=C1